ClC1=C(C=C(C=C1)C1(CCNCC1)O)C(F)(F)F 4-[4-chloro-3-(trifluoromethyl)phenyl]-4-piperidinol